1-(3-aminopyridin-4-yl)ethan-1-one tert-butyl-(1R,3S,5R)-3-({6-bromo-5-fluoro-3-[(methylsulfanyl)methyl]pyridin-2-yl}carbamoyl)-5-methyl-2-azabicyclo[3.1.0]hexane-2-carboxylate C(C)(C)(C)OC(=O)N1[C@@H]2C[C@@]2(C[C@H]1C(NC1=NC(=C(C=C1CSC)F)Br)=O)C.NC=1C=NC=CC1C(C)=O